n-butyl octadecyl phosphate P(=O)(OCCCC)(OCCCCCCCCCCCCCCCCCC)[O-]